ClC1=C(C=C(CC2=NNC(C3=CC=C(C=C23)OC2CCC2)=O)C=C1)C(=O)N1CCN(CC1)C1=NC=C(C=N1)C(F)(F)F 4-(4-chloro-3-(4-(5-(trifluoromethyl)pyrimidin-2-yl)piperazine-1-carbonyl)benzyl)-6-cyclobutoxyphthalazin-1(2H)-one